tert-butyl (E)-(2-(((2-butylbenzo[d]oxazol-6-yl)(methyl)amino)methyl)-3-fluoroallyl)carbamate C(CCC)C=1OC2=C(N1)C=CC(=C2)N(C)C\C(\CNC(OC(C)(C)C)=O)=C\F